C(C)(C)(C)OC(=O)N1CCC(CC1)OC(=O)Cl.CC(C(=O)N1CC(C1)N1N=C(C2=NC=CC=C21)C2=CC=C(C=C2)C(F)(F)F)=C 2-methyl-1-(3-(3-(4-(trifluoromethyl)phenyl)-1H-pyrazolo[4,3-b]pyridin-1-yl)azetidin-1-yl)propan-2-en-1-one tert-butyl-4-chlorocarbonyloxypiperidine-1-carboxylate